1-[4-(benzyloxy)phenyl]2-bromoethanone tert-butyl-4-(pyridin-4-ylmethyl)piperidine-1-carboxylate C(C)(C)(C)OC(=O)N1CCC(CC1)CC1=CC=NC=C1.C(C1=CC=CC=C1)OC1=CC=C(C=C1)C(CBr)=O